p-toluenesulfonyltetraethyleneglycol CC1=CC=C(C=C1)S(=O)(=O)C(COCCOCCOCCO)O